(S)-N-(1-(6-bromo-5-fluoro-1-neopentyl-1H-indol-3-yl)-2,2-difluoroethyl)cyclobutanesulfonamide BrC1=C(C=C2C(=CN(C2=C1)CC(C)(C)C)[C@@H](C(F)F)NS(=O)(=O)C1CCC1)F